2-[1-[(2R)-2-(2-chlorophenyl)-2-(oxacyclohex-4-yloxy)ethyl]-5-methyl-6-(1,3-oxazol-2-yl)-2,4-dioxo-1H,2H,3H,4H-thieno[2,3-d]pyrimidin-3-yl]-2-methylpropionic acid ClC1=C(C=CC=C1)[C@H](CN1C(N(C(C2=C1SC(=C2C)C=2OC=CN2)=O)C(C(=O)O)(C)C)=O)OC2CCOCC2